CC1([C@@H]2CCC=3[C@@H]4CC[C@H]([C@@H](CCC=C(C)C)C)[C@]4(CCC3[C@]2(CC[C@@H]1O)C)C)C 4,4-dimethyl-5alpha-cholesta-8,24-diene-3beta-ol